(R)-3-Bromo-2-chloro-6-(1-methoxypropan-2-yl)-6,7-dihydro-5H-pyrrolo[3,4-b]pyridin-5-one BrC=1C=C2C(=NC1Cl)CN(C2=O)[C@@H](COC)C